5-(1-ethylcyclohexyloxycarbonylmethyloxycarbonyl)-bicyclo[2.2.1]hept-2-ene C(C)C1(CCCCC1)OC(=O)COC(=O)C1C2C=CC(C1)C2